3-isopropyl-2-methyl-5-(2-methylsulfinylpyrimidin-4-yl)pyrazolo[4,3-b]pyridine C(C)(C)C=1N(N=C2C1N=C(C=C2)C2=NC(=NC=C2)S(=O)C)C